OCC(CC)OCC1=NN=C(S1)C1=NC=C(C=C1N)S(=O)(=O)C1=CC=C(C=C1)OC(F)(F)F 2-(5-{[(oxapent-3-yl)oxy]methyl}-1,3,4-thiadiazol-2-yl)-5-[4-(trifluoromethoxy)benzene-1-sulfonyl]pyridin-3-amine